NC=1C=CC=C2CN(C(C12)=O)C 7-Amino-2-methyl-isoindolin-1-one